ClC1=C(C=CC=C1)N1CCN(CC1)CC1=CC=C(CNC2=C3C(N(C(C3=CC=C2)=O)C2C(NC(CC2)=O)=O)=O)C=C1 4-(4-((4-(2-chlorophenyl)piperazin-1-yl)methyl)benzylamino)-2-(2,6-dioxopiperidin-3-yl)isoindoline-1,3-dione